(R)-N-(4-(1-(1-(4-fluorobenzyl)-2-oxopyrrolidin-3-yl)piperidin-4-yl)phenyl)methanesulfonamide FC1=CC=C(CN2C([C@@H](CC2)N2CCC(CC2)C2=CC=C(C=C2)NS(=O)(=O)C)=O)C=C1